3H-1-benzazepine-4-carboxylic acid ethyl ester C(C)OC(=O)C=1CC=NC2=C(C1)C=CC=C2